COC1=C(C=CC2(CC=C(C=C2)C2=CC=CC=C2)C=CC2=C(C=CC=C2)OC)C=CC=C1 4,4-bis(ortho-methoxystyryl)biphenyl